ClC1=CC=C(C=C1)C(C#N)=C1CCCCC1 2-(4-chlorophenyl)-2-cyclohexylideneacetonitrile